FC(=C(C(=CCl)Cl)F)F 1,1,2-trifluoro-3,4-dichlorobutadiene